BrC1=CC(=C(C(=O)OC)C=C1)F methyl 4-bromo-2-fluoro-benzoate